1-(2-morpholinoethyl)-7-(2-(trifluoromethoxy)phenyl)-3,4-dihydro-quinolin-2(1H)-one O1CCN(CC1)CCN1C(CCC2=CC=C(C=C12)C1=C(C=CC=C1)OC(F)(F)F)=O